C1=CC=CC=2C3=CC=CC=C3C(C12)COC(=O)N[C@H](C(=O)O)CCCOC1=CC(=CC(=C1)C#N)C#N (S)-2-((((9H-fluoren-9-yl)methoxy)carbonyl)amino)-5-(3,5-dicyanophenoxy)pentanoic acid